1-trifluoromethyl-3-methyl-2,4-pentanediol dibenzoate C(C1=CC=CC=C1)(=O)OC(CC(F)(F)F)C(C(C)OC(C1=CC=CC=C1)=O)C